C12CCC(CC1)C2NC(CN2C(C(=CC=C2)NC([C@H](CCC(C(=O)NCC)=O)NC(=O)C2=CN=NC=C2)=O)=O)=O (S)-N1-(1-(2-(bicyclo[2.2.1]heptan-7-ylamino)-2-oxoethyl)-2-oxo-1,2-dihydropyridin-3-yl)-N6-ethyl-5-oxo-2-(pyridazine-4-carboxamido)hexanediamide